3-(6-fluoro-1H-benzo[d]imidazol-2-yl)-1H-indazole-6-carboxylic acid FC=1C=CC2=C(NC(=N2)C2=NNC3=CC(=CC=C23)C(=O)O)C1